6-[5-(aminomethyl)-2-oxo-1,3-oxazolidin-3-yl]-4H-pyrido[3,2-b][1,4]oxazin-3-one NCC1CN(C(O1)=O)C=1C=CC=2OCC(NC2N1)=O